4-(4'-(2-(4,6-diphenylpyrimidin-2-yl)phenyl)spiro[cyclohexane-1,9'-fluoren]-7'-yl)benzonitrile C1(=CC=CC=C1)C1=NC(=NC(=C1)C1=CC=CC=C1)C1=C(C=CC=C1)C1=CC=CC=2C3(C4=CC(=CC=C4C12)C1=CC=C(C#N)C=C1)CCCCC3